ethylene glycol dimercaptoacetate SC(C(=O)OCCO)S